N-((1S)-2-((2-((R)-4-benzyl-2-oxoimidazolidin-1-yl)-2-(methylcarbamoyl)-2,3-dihydro-1H-inden-5-yl)amino)-1-cyclohexyl-2-oxoethyl)-1-methyl-1H-pyrazole-5-carboxamide C(C1=CC=CC=C1)[C@H]1NC(N(C1)C1(CC2=CC=C(C=C2C1)NC([C@H](C1CCCCC1)NC(=O)C1=CC=NN1C)=O)C(NC)=O)=O